[Ir+3].FC1=C(C=CC(=C1)F)C1=NC=CC=C1.FC1=C(C=CC(=C1)F)C1=NC=CC=C1.FC1=C(C=CC(=C1)F)C1=NC=CC=C1 Tris[2-(2,4-difluoro-phenyl)pyridin] iridium(III)